ClC([C@H]1N(C(OC1)=O)C=1N=C2N(CCOC3=C2C=CC(=C3)N[C@H](C(=O)N)C)C1)(F)F (S)-2-((2-((S)-4-(chlorodifluoromethyl)-2-oxooxazolidin-3-yl)-5,6-dihydrobenzo[f]imidazo[1,2-d][1,4]oxazepin-9-yl)amino)propanamide